N[C@@H]1[C@@H](OCC12CCN(CC2)C=2N=CC(=NC2)SC=2C(=C(C=CC2)S(=O)(=O)NC(NC2CCCC2)=O)Cl)C ((5-((3S,4S)-4-amino-3-methyl-2-oxa-8-azaspiro[4.5]decan-8-yl)pyrazin-2-yl)thio)-2-chloro-N-(cyclopentylcarbamoyl)benzenesulfonamide